Cl.NC1=NC=2C3=C(C(CC2C=N1)(C)C)C(=NN3)C(=O)NC=3SC=C(N3)CC(=O)N3CCC(CC3)N3CCC(CC3)(C)C 8-amino-N-{4-[2-(4,4-dimethyl-1,4'-bipiperidin-1'-yl)-2-oxoethyl]-1,3-thiazol-2-yl}-4,4-dimethyl-4,5-dihydro-1H-pyrazolo[4,3-H]quinazoline-3-carboxamide hydrochloride